COC1CC2(CC(C2)(C2=NN=CN2C)C=2C=C(C=CC2)N2C(C3=CC(=CC(=C3C2)C(F)(F)F)CNC2(CCC2)C)=O)C1 2-(3-(6-methoxy-2-(4-methyl-4H-1,2,4-triazol-3-yl)spiro[3.3]heptan-2-yl)phenyl)-6-(((1-methylcyclobutyl)amino)methyl)-4-(trifluoromethyl)isoindolin-1-one